2-(3-Ethyloxyindol-3-yl)-6-{[4-methyl-1-(6-methylpyridin-3-yl)-1H-1,2,3-triazol-5-yl]methoxy}-1,2,3,4-tetrahydro-2,7-naphthyridine naphthalenedisulfonate C=1(C(=CC=C2C=CC=CC12)S(=O)(=O)O)S(=O)(=O)O.C(C)OC1(C=NC2=CC=CC=C12)N1CC2=CN=C(C=C2CC1)OCC1=C(N=NN1C=1C=NC(=CC1)C)C